2-(3-((17-amino-3,6,9,12,15-pentaoxaheptadecyl)oxy)phenyl)-N-(5-methyl-4-(1-(2-methylbenzoyl)indolin-5-yl)thiazol-2-yl)acetamide NCCOCCOCCOCCOCCOCCOC=1C=C(C=CC1)CC(=O)NC=1SC(=C(N1)C=1C=C2CCN(C2=CC1)C(C1=C(C=CC=C1)C)=O)C